ClC1=CC(=C2C(N=CS2)=C1N)C(F)(F)F 5-chloro-7-(trifluoromethyl)-1,3-benzothiazol-4-amine